C(#N)C(C(=O)OC)C1(CC2(C1)CC1(CCCC1)OCC2)C2=NC=CC=C2 methyl 2-cyano-2-[2-(2-pyridyl)-11-oxadispiro[3.1.46.34]tridecan-2-yl]acetate